FC=1C=CC=C2C(=C(C(N(C12)C)=O)C#N)O 8-Fluoro-4-hydroxy-1-methyl-2-oxo-1,2-dihydroquinoline-3-carbonitrile